C(C)(C)(C)OC(=O)N1CCC(CC1)N1N=C2C=C(C(=CC2=C1)N)OCC1CC1.C(CCO[2H])O 1,3-propanediol-d tert-butyl-4-(5-amino-6-(cyclopropylmethoxy)-2H-indazol-2-yl)piperidine-1-carboxylate